2-chloro-N-methyl-4-nitropyridine-3-amine ClC1=NC=CC(=C1NC)[N+](=O)[O-]